FC(C=1C=C(\C=C/2\C(C3=CC=C(C=C3CC2)O)=O)C=C(C1)C(F)(F)F)(F)F (E)-2-(3,5-bis(trifluoromethyl)-benzylidene)-6-hydroxy-3,4-dihydronaphthalen-1(2H)-one